1-cyclopropyl-N-(5-morpholino-8-quinolyl)imidazole-2-sulfonamide C1(CC1)N1C(=NC=C1)S(=O)(=O)NC=1C=CC(=C2C=CC=NC12)N1CCOCC1